C12CN(CC(CC1)N2)C=2OC1=C(N2)C(=C(C=C1C=1SC=CN1)C(C)(C)OC)OC(F)(F)F 2-(3,8-diazabicyclo[3.2.1]octan-3-yl)-5-(2-methoxy-propan-2-yl)-7-(thiazol-2-yl)-4-(trifluoromethoxy)benzo[d]oxazole